2-[(4-{6-[(4-cyano-2-fluorobenzyl)oxy]pyridin-2-yl}piperazin-1-yl)methyl]-1-[(1-ethyl-1H-1,2,3-triazol-5-yl)methyl]-1H-benzimidazole-6-carboxylic acid C(#N)C1=CC(=C(COC2=CC=CC(=N2)N2CCN(CC2)CC2=NC3=C(N2CC2=CN=NN2CC)C=C(C=C3)C(=O)O)C=C1)F